2'-bromo-10-phenyl-10H-spiro[acridine-9,9'-fluorene] BrC1=CC=2C3(C4=CC=CC=C4C2C=C1)C1=CC=CC=C1N(C=1C=CC=CC13)C1=CC=CC=C1